C1(CC1)C=1N=CC2=CC3=C(C(=C2C1)S(NCC(C)(C)F)(=O)=O)CC(C3)NC(CC3=CC=CC=C3)=O N-[3-cyclopropyl-5-[(2-fluoro-2-methylpropyl)sulfamoyl]-7,8-dihydro-6H-cyclopenta[g]isoquinolin-7-yl]-2-phenylacetamide